di(phthalimidomethyl)zinc tert-butyl-2-[(4-bromo-2,5-difluoro-phenyl)methyl]-3-[[1-(fluoromethyl)cyclopropyl]methyl]benzimidazole-5-carboxylate C(C)(C)(C)OC(=O)C1=CC2=C(N=C(N2CC2(CC2)CF)CC2=C(C=C(C(=C2)F)Br)F)C=C1.C1(C=2C(C(N1C[Zn]CN1C(C=3C(C1=O)=CC=CC3)=O)=O)=CC=CC2)=O